FC1([C@@H](O[C@@H]([C@H]1O)CO)N1C(N=C(C=C1)C=1C(=NC(=NC1)C)C(=O)N)=O)F (1-((2r,4r,5r)-3,3-difluoro-4-hydroxy-5-(hydroxymethyl)tetrahydrofuran-2-yl)-2-oxo-1,2-dihydropyrimidin-4-yl)-2-methylpyrimidine-4-carboxamide